ClC1=C(NC2=NSC=3C2=NC=C(N3)C=NCC(CO)O)C=CC=C1C1=CC=CC=C1 3-((3-(2-chloro-3-phenylanilino)isothiazolo[4,5-b]pyrazin-6-ylmethylene)amino)propan-1,2-diol